NC1=NC=CC2=C(C=CC=C12)C=1C=C2C(CC3(CCN(CC3)C(CC)=O)C2=CC1)OC1=C(C=CC=C1)CC(=O)O 2-(2-((5-(1-aminoisoquinolin-5-yl)-1'-propionyl-2,3-dihydrospiro[inden-1,4'-piperidin]-3-yl)oxy)phenyl)acetic acid